CC1=C2COC(C2=CC=C1[C@H]1N[C@H](CNC1)C)=O 4-methyl-5-((2r,6s)-6-methylpiperazin-2-yl)isobenzofuran-1(3H)-one